C(#N)C1=C(C=C(C=N1)N1C(N(C2(CCC2)C1=O)C1=CC(=C(C(=O)NC)C=C1)F)=S)C(F)(F)F 4-[7-[6-cyano-5-(trifluoromethyl)pyridin-3-yl]-8-oxo-6-sulfenyl-5,7-diazaspiro[3.4]Oct-5-yl]-2-fluoro-N-methylbenzamide